[6-(3-Chloro-1H-pyrazol-4-yl)-1-[(2S)-2-hydroxypropyl]pyrrolo[3,2-c]pyridin-3-yl]-(6-fluorochroman-3-yl)methanone ClC1=NNC=C1C1=CC2=C(C=N1)C(=CN2C[C@H](C)O)C(=O)C2COC1=CC=C(C=C1C2)F